6-chloro-3-nitrochromane ClC=1C=C2CC(COC2=CC1)[N+](=O)[O-]